C(CCCCCCCCCCCCCCCCC)N=C=O n-octadecyl isocyanate